chloro-N-methyl-6,7-dihydro-5H-thieno[3,2-b]pyran-6-amine hydrochloride Cl.ClC1=CC=2OCC(CC2S1)NC